6-(morpholine-4-carbonyl)-[4,8'-biquinoline]-2-carbaldehyde N1(CCOCC1)C(=O)C=1C=C2C(=CC(=NC2=CC1)C=O)C=1C=CC=C2C=CC=NC12